NC=1C=C(SC1)C1=CN=CC(=N1)C=1CC=NCC1 4-(6-(4-aminothiophen-2-yl)pyrazin-2-yl)-3,6-dihydropyridine